2-bromo-4-propargyl-3,5,6-trifluorobenzyl (1R)-trans-3-(2,2-dichloro-1-ethenyl)-2,2-dimethylcyclopropanecarboxylate ClC(=C[C@H]1C([C@@H]1C(=O)OCC1=C(C(=C(C(=C1F)F)CC#C)F)Br)(C)C)Cl